2-isopropylquinazolin-4(3H)-one C(C)(C)C1=NC2=CC=CC=C2C(N1)=O